2-hydrazino-1H-1,3-benzimidazole N(N)C1=NC2=C(N1)C=CC=C2